C(CCCC)C1CCC(CC1)C1=CC=C(C=C1)B(O)O 4-(4-pentylcyclohexyl)phenylboronic acid